C(CCCCCC(C)(C)C)(=O)OOC(COC)(C)OC dimethoxyisopropyl peroxyneodecanoate